ClC1=CC=C(C(=O)NC=2SC3=C(C2C(=O)O)CCC(C3)(C)C)C=C1 (4-Chlorobenzoylamino)-6,6-dimethyl-5,7-dihydro-4H-benzothiophene-3-carboxylic acid